C1(CC1)OC(=O)N1CCCC2=NC(=CC=C12)C1(COC1)C(NC1=CC=C(C=C1)F)=O Cyclopropyl-6-(3-((4-fluorophenyl)carbamoyl)oxetan-3-yl)-3,4-dihydro-1,5-naphthyridin-1(2H)-carboxylat